ClC1=C(C=CC=C1C(NCC1OCCC1)=O)NC1=C(C=C(C(=O)N=C2NCCN2)C=C1)C1CC1 4-[(2-chloro-3-{[(oxolan-2-yl)methyl]carbamoyl}phenyl)amino]-3-cyclopropyl-N-[(2E)-imidazolidin-2-ylidene]benzamide